1-ethyl-3-(2-{[3-(1-methylethyl)[1,2,4]triazolo[4,3-a]pyridin-6-yl]sulfonyl}benzyl)urea C(C)NC(=O)NCC1=C(C=CC=C1)S(=O)(=O)C=1C=CC=2N(C1)C(=NN2)C(C)C